CN1C2=C(O[C@@H](C1)C)N=CC(=C2)S(=O)(=O)N2CCC1(C[C@H](CO1)NC[C@@H](COC=1C=C(C=CC1)S(=O)(=O)NC)O)CC2 3-((S)-3-((R)-8-((R)-1,3-dimethyl-2,3-dihydro-1H-pyrido[2,3-b][1,4]oxazin-7-ylsulfonyl)-1-oxa-8-azaspiro[4.5]dec-3-ylamino)-2-hydroxypropoxy)-N-methylbenzenesulfonamide